dodecylammonium diisooctyl-dithiophosphate C(CCCCC(C)C)SP(=S)(OCCCCCC(C)C)[O-].C(CCCCCCCCCCC)[NH3+]